Bromooxy ether BrOOOBr